NCC1=C(N=NN1C)C1=CC=C(C(=N1)C)O[C@H]1C2C(C2CC1)C(=O)OCC (±)-(2R)-Ethyl 2-((6-(5-(aminomethyl)-1-methyl-1H-1,2,3-triazol-4-yl)-2-methylpyridin-3-yl) oxy)bicyclo[3.1.0]hexane-6-carboxylate